20Trans-3-(3-([1,1'-biphenyl]-3-yl)-1H-pyrazol-5-yl)-4-methylpyrrolidine-1-carbonitrile C1(=CC(=CC=C1)C1=NNC(=C1)C1CN(CC1C)C#N)C1=CC=CC=C1